ClC=1C=C2C(=NC(=NC2=C(C1C1=C(C=C(C=2SC(=C(C21)C#N)NC(OC(C)(C)C)=O)F)F)F)SC)O Tert-butyl (4-(6-chloro-8-fluoro-4-hydroxy-2-(methylthio)quinazolin-7-yl)-3-cyano-5,7-difluorobenzo[b]thiophen-2-yl)carbamate